ClC1=NC=C(C=C1)CN1/C(/NCC1)=C(\C=C\C1=NC=C(C=C1)Cl)/[N+](=O)[O-] 2-chloro-5-(((E)-2-((E)-3-(5-chloropyridin-2-yl)-1-nitroallylidene)imidazolidin-1-yl)methyl)pyridine